5-Cyano-N-(3-(5-isopropoxypyridin-3-yl)-1H-indazol-5-yl)-3-methylpicolinamide C(#N)C=1C=C(C(=NC1)C(=O)NC=1C=C2C(=NNC2=CC1)C=1C=NC=C(C1)OC(C)C)C